3-butyl-N,N-diethyl-naphthalene-1-amine C(CCC)C=1C=C(C2=CC=CC=C2C1)N(CC)CC